1-phenyl-1,7-diazaspiro[3.5]nonane C1(=CC=CC=C1)N1CCC12CCNCC2